4-((1s,4s)-4-(1-isopropyl-3-(5-(trifluoromethyl)pyridin-3-yl)-1H-pyrazol-5-yl)cyclohexyl)morpholine C(C)(C)N1N=C(C=C1C1CCC(CC1)N1CCOCC1)C=1C=NC=C(C1)C(F)(F)F